C(C)C(COC(CCCCCCCCCCCCCCC)=O)CCCC 2-Ethylhexylpalmitat